2-(benzylthio)-6-methyl-N-(3-phenylpropyl)thieno[2,3-d]pyrimidin-4-amine C(C1=CC=CC=C1)SC=1N=C(C2=C(N1)SC(=C2)C)NCCCC2=CC=CC=C2